dodecyl-bismuth sulfate S(=O)(=O)([O-])[O-].C(CCCCCCCCCCC)[Bi+2]